C1(CC1)CN(C(C1=CC=CC=C1)=O)CCCN1CCN(CC1)C1=C(C(=CC=C1)Cl)Cl N-cyclopropylmethyl-N-[3-[4-(2,3-dichlorophenyl)piperazin-1-yl]propyl]benzamide